FC=1C=C(C=C(C1C)F)C=1N=NN(C1)[C@H]1[C@H]([C@H](O[C@@H]([C@@H]1OC)CC1=NOC(=C1)C1CCOCC1)CO)O (2R,3R,4S,5R,6R)-4-(4-(3,5-difluoro-4-methylphenyl)-1H-1,2,3-triazol-1-yl)-2-(hydroxymethyl)-5-methoxy-6-((5-(tetrahydro-2H-pyran-4-yl)isoxazol-3-yl)methyl)tetrahydro-2H-pyran-3-ol